BrCC1=CC=C(C=C1)N1N=CC=C1 1-(4-(bromomethyl)phenyl)-1H-pyrazole